(3S,4r,5R)-1-(4-butoxy-2,6-difluorophenethyl)piperidine-3,4,5-triol C(CCC)OC1=CC(=C(CCN2C[C@@H](C([C@@H](C2)O)O)O)C(=C1)F)F